(2R,3R,4R,5S)-2-methyl-1-(2-methylphenethyl)piperidine-3,4,5-triol C[C@H]1N(C[C@@H]([C@H]([C@@H]1O)O)O)CCC1=C(C=CC=C1)C